2-[(2-nitrophenyl) sulfanylamino]acetate [N+](=O)([O-])C1=C(C=CC=C1)SNCC(=O)[O-]